ethyl 6,8-dichloro-6-octenoate ClC(CCCCC(=O)OCC)=CCCl